((6-aminopyrimidin-4-yl)oxy)ethan-1-ol NC1=CC(=NC=N1)OC(C)O